COC=1C(=C2C=CN(C2=C(C1)C)C(=O)OC(C)(C)C)CN1[C@@H](CN(C(C1)=O)C)C1=CC=C(C=C1)C(=O)OC tert-Butyl (R)-5-methoxy-4-((2-(4-(methoxycarbonyl)phenyl)-4-methyl-5-oxopiperazin-1-yl)methyl)-7-methyl-1H-indole-1-carboxylate